COCOC1=C2C(=CNC2=CC=C1)CCN(C)C 2-(4-(methoxymethoxy)-1H-indol-3-yl)-N,N-dimethylethan-1-amine